3-(2-phenylindol-3-yl)-5-dimethylaminophthalide C1(=CC=CC=C1)C=1NC2=CC=CC=C2C1C1OC(=O)C2=CC=C(C=C12)N(C)C